4,4-dimethyl-8-((S)-3-methylmorpholino)-5-(((R)-3-(o-tolyl)piperazin-1-yl)methyl)-3,4-dihydro-2H-pyrano[2,3-c]pyridine CC1(CCOC2=C(N=CC(=C21)CN2C[C@H](NCC2)C2=C(C=CC=C2)C)N2[C@H](COCC2)C)C